ClC1=C(C=C(C=C1)F)C1NC(C2=C1C(=CC1=C(N(N=C21)C)CC(F)F)NC(=O)C2NS(C1=C2C=CC(=C1)F)(=O)=O)=O N-(6-(2-chloro-5-fluorophenyl)-3-(2,2-difluoroethyl)-2-methyl-8-oxo-2,6,7,8-tetrahydropyrrolo[3,4-g]indazol-5-yl)-6-fluoro-2,3-dihydrobenzo[d]isothiazole-3-carboxamide 1,1-dioxide